O1C(=CC=C1)C1=C(C=C(C=C1)CNC)NS(=O)(=O)C=1N=CN(C1)C N-(2-(furan-2-yl)-5-((methylamino)methyl)phenyl)-1-methyl-1H-imidazole-4-sulfonamide